O1N=C(C2=C1C=CC=C2)C2CN(CCC2O)C(=O)OC(C)(C)C tert-Butyl 3-(1,2-benzoxazol-3-yl)-4-hydroxypiperidine-1-carboxylate